N-(2-chloro-3-((5-iodopyrimidin-2-yl)mercapto)phenyl)pyridin-3-amine ClC1=C(C=CC=C1SC1=NC=C(C=N1)I)NC=1C=NC=CC1